N1C(=NC2=C1C=CC=C2)CCNC[C@@H](F)C=2SC=1N=CN=C(C1N2)NCC2=NC=CC=C2F 2-[(1R)-2-([2-(1H-1,3-benzodiazol-2-yl)ethyl]amino)-1-fluoroethyl]-N-[(3-fluoropyridin-2-yl)methyl]-[1,3]thiazolo[5,4-d]pyrimidin-7-amine